C(C)(C)(C)C1N(CCC(C1)NC(=O)C1=NNC2=CC=C(C=C12)C=1C=NC=CC1)C(=O)O.C(C)(C)(C)OC(=O)N1CCC(CC1)NC(=O)C1=NNC2=CC=C(C=C12)C=1C=NC=CC1 4-(5-(pyridin-3-yl)-1H-indazole-3-carboxamido)piperidine-1-carboxylic acid tert-Butyl ester (tert-Butyl 4-(5-(pyridin-3-yl)-1H-indazole-3-carboxamido) piperidine-1-carboxylate)